3-(trifluoromethyl)-1-ethyl-1H-pyrazole-4-carboxylic acid FC(C1=NN(C=C1C(=O)O)CC)(F)F